1-[(2,4-dimethylthiazol-5-yl)methyl]-3-(3-methoxy-1,2,4-thiadiazol-5-yl)-N-(1-methylcyclopropyl)-2-oxo-benzoimidazole-5-sulfonamide CC=1SC(=C(N1)C)CN1C(N(C2=C1C=CC(=C2)S(=O)(=O)NC2(CC2)C)C2=NC(=NS2)OC)=O